N=1NN=NC1C1=CC=C(C=C1)NC1=NC(=NC=2C=NNC(C21)=O)N2CCCCCC2 4-((4-(2H-tetrazol-5-yl)phenyl)amino)-2-(azepan-1-yl)pyrimido[4,5-d]pyridazin-5(6H)-one